O=C1N(CC2=CC(=CC=C12)O[C@@H]1CN(CC1)CC=1C=C2C=CC(=NC2=CC1)C1CCOCC1)[C@H]1C(NC(CC1)=O)=O (R)-3-(1-oxo-5-(((S)-1-((2-(tetrahydro-2H-pyran-4-yl)quinolin-6-yl)methyl)pyrrolidin-3-yl)oxy)isoindolin-2-yl)piperidine-2,6-dione